1-methyl-5-(4,4,5,5-tetramethyl-1,3,2-dioxaborolan-2-yl)indole CN1C=CC2=CC(=CC=C12)B1OC(C(O1)(C)C)(C)C